tert-butyl 4-(2-(4-(trifluoromethyl)phenoxy)ethoxy)piperidine-1-carboxylate FC(C1=CC=C(OCCOC2CCN(CC2)C(=O)OC(C)(C)C)C=C1)(F)F